Diethyl 1-[2-(naphthalen-2-yl)-2-oxoethyl]-4-(propan-2-yl)-1H-pyrazole-3,5-dicarboxylate C1=C(C=CC2=CC=CC=C12)C(CN1N=C(C(=C1C(=O)OCC)C(C)C)C(=O)OCC)=O